21-hydroxypregn-4-ene-3,11,20-trione OCC([C@H]1CC[C@H]2[C@@H]3CCC4=CC(CC[C@]4(C)[C@H]3C(C[C@]12C)=O)=O)=O